5-(3-bromo-4-iodophenyl)-5H-pyrido[4,3-b]indole BrC=1C=C(C=CC1I)N1C2=C(C=3C=CC=CC13)C=NC=C2